OCCN1C=NN=C1 4-(2-hydroxyethyl)-1,2,4-triazole